OCC12C=C(CC(C=C1)(O2)CO)C2=CC=C(C(=N2)C2=CCC(CC2)(C)C)NC(=O)C=2N(C=C(N2)C#N)COCC[Si](C)(C)C N-[6-[1,5-bis(hydroxymethyl)-8-oxabicyclo[3.2.1]octa-2,6-dien-3-yl]-2-(4,4-dimethylcyclohexen-1-yl)-3-pyridyl]-4-cyano-1-(2-trimethylsilylethoxymethyl)imidazole-2-carboxamide